(S)-2-((1-(7,7-difluoro-2-(2-methylazetidin-1-yl)-6,7-dihydro-5H-cyclopenta[d]pyrimidin-4-yl)azetidin-3-yl)oxy)-1-(piperazin-1-yl)ethan-1-one FC1(CCC2=C1N=C(N=C2N2CC(C2)OCC(=O)N2CCNCC2)N2[C@H](CC2)C)F